C1C=CCC(=C1)[C@H](C(=O)O)N (R)-(-)-2-(2,5-Dihydrophenyl)glycine